[Na+].N1=CC(=CC=C1)N1C=C(C2=CC=CC=C12)SC1(C(=O)[O-])C(C=CC=C1)F 1-(pyridin-3-yl-1H-indol-3-yl)thio-2-fluorobenzoic acid sodium salt